CC1N(CC=2N(C1)N=CC2)C(=O)[O-] 6-methyl-6,7-dihydropyrazolo[1,5-a]pyrazine-5(4H)-carboxylate